OC=1C(=NC=CC1OC)C(=O)N[C@H](C(=O)OC(C(C)N1C=CC2=CC=C(C=C12)C(F)(F)F)C)C [1-methyl-2-[6-(trifluoromethyl)indol-1-yl]propyl] (2S)-2-[(3-hydroxy-4-methoxy-pyridine-2-carbonyl) amino]propanoate